1,3-benzoxazine O1CN=CC2=C1C=CC=C2